C(CCCCCCCCCCCC)OC(C=1C(C(=O)OCCCCCCCCCCCCC)=CC=CC1)=O ditridecylphthalate